(E)-1-(4-((((4-((2-(aminomethyl)-3-fluoroallyl)oxy)phenyl)sulfonyl)methoxy)methyl)-4-methylpiperidin-1-yl)-2,2-dimethylpropan-1-one NC/C(/COC1=CC=C(C=C1)S(=O)(=O)COCC1(CCN(CC1)C(C(C)(C)C)=O)C)=C\F